ClC=1C=2N(C=C(C1)S(=O)(=O)Cl)C(=NC2C#N)C=2SC(=NN2)C(F)F 8-chloro-1-cyano-3-(5-(difluoromethyl)-1,3,4-thiadiazol-2-yl)imidazo[1,5-a]pyridin-6-sulfonyl chloride